NCCC#CC1=C2C(N(C(C2=CC=C1)=O)C1C(NC(CC1)=O)=O)=O 4-(4-aminobut-1-yn-1-yl)-2-(2,6-dioxopiperidin-3-yl)isoindoline-1,3-dione